C(C)(=O)[O-].C(CCC)N1C=[N+](C=C1)CCCCCCCCCCCC 1-butyl-3-dodecylimidazolium acetate